OC=1C=C2CC[C@@H]([C@@H](C2=CC1)C1=CC=C(C=C1)N1CCC(CC1)CN1CCN(CC1)C=1C=C2CN(C(C2=CC1)=O)[C@@H]1C(NC(CC1)=O)=O)CC(C)(C)C (S)-3-(5-(4-((1-(4-((1R,2R)-6-Hydroxy-2-neopentyl-1,2,3,4-tetrahydronaphthalen-1-yl)phenyl)piperidin-4-yl)methyl)piperazin-1-yl)-1-oxoisoindolin-2-yl)piperidine-2,6-dione